CC1=NOC(=C1C1=CC=C2C=3N(C(COC31)C3=NC=CC=C3)C(=N2)N(C)C)C 7-(3,5-dimethylisoxazol-4-yl)-N,N-dimethyl-4-pyridin-2-yl-4,5-dihydroimidazo[1,5,4-de][1,4]benzoxazin-2-amine